3-((3-(7-((5-methyl-1H-pyrazol-3-yl)amino)-1,6-naphthyridin-5-yl)-3-azabicyclo[3.2.1]octan-8-yl)amino)propionitrile CC1=CC(=NN1)NC1=NC(=C2C=CC=NC2=C1)N1CC2CCC(C1)C2NCCC#N